N-(4-chlorobenzyl)-2-((4-iodobenzyl)amino)acetamide ClC1=CC=C(CNC(CNCC2=CC=C(C=C2)I)=O)C=C1